BrC1=CC2=C(C=N1)N(C(=N2)C2=C(C=CC=C2)F)[C@H]2C[C@H](CCC2)NC(OC(C)(C)C)=O tert-butyl ((1S,3R)-3-(6-bromo-2-(2-fluorophenyl)-3H-imidazo[4,5-c]pyridin-3-yl)cyclohexyl)carbamate